N-(5-chloro-6-(2H-1,2,3-triazol-2-yl)pyridine-3-yl)-2-fluoro-8-methyl-8-(trifluoromethyl)-7,8-dihydro-6H-cyclopenta[e]pyrazolo[1,5-a]pyrimidine-6-carboxamide ClC=1C=C(C=NC1N1N=CC=N1)NC(=O)C1CC(C2=C1C=NC=1N2N=C(C1)F)(C(F)(F)F)C